FC1=C(N2C(S1)=NC(=C2)C(=O)N[C@@H]2C(N(C1=C(OC2)C=CC=C1)C)=O)C1=CC=C(C=C1)F (S)-2-fluoro-3-(4-fluorophenyl)-N-(5-methyl-4-oxo-2,3,4,5-tetrahydrobenzo[b][1,4]Oxazepine-3-yl)imidazo[2,1-b]thiazole-6-carboxamide